C(C1=CC=CC=C1)N1CC2(C1)CC(C2)NC(=O)N2[C@@H](CN([C@H](C2)C)C2=NC=C(C=N2)S(=O)(=O)CC)C (2R,5S)-N-{2-benzyl-2-azaspiro[3.3]heptan-6-yl}-4-[5-(ethanesulfonyl)pyrimidin-2-yl]-2,5-dimethylpiperazine-1-carboxamide